N[C@H]1[C@@H]([C@@]([C@@H](CC1)C)(C)/C=C/C(=C/CC1=C(C(=C(C(=C1OC)Cl)C)/C=N/OC)O)/C)C 2-[(2E,4E)-5-[(1R,2R,3R,6R)-3-amino-1,2,6-trimethylcyclohexyl]-3-methylpenta-2,4-dien-1-yl]-4-chloro-3-methoxy-6-[(1E)-(methoxyimino)methyl]-5-methylphenol